N1C=NC(=C1)CNC1=C(C=CC(=C1)C)C=1C(=NNC1)OC N-((1H-imidazol-4-yl)methyl)-2-(3-methoxy-1H-pyrazol-4-yl)-5-methylaniline